((2-amino-5-bromopyridin-3-yl)amino)-2-((2S,6R)-2,6-dimethylmorpholinyl)propanoic acid NC1=NC=C(C=C1NC(C(=O)O)(C)N1C[C@@H](O[C@@H](C1)C)C)Br